tert-Butyl 4-(4-((6-(3-(2,6-dichloro-3,5-dimethoxyphenyl)-1,3-dimethylureido)pyrimidin-4-yl)amino)phenyl)piperazine-1-carboxylate ClC1=C(C(=C(C=C1OC)OC)Cl)N(C(N(C)C1=CC(=NC=N1)NC1=CC=C(C=C1)N1CCN(CC1)C(=O)OC(C)(C)C)=O)C